4-(3-fluoro-4-((4-methylpyrimidin-2-yl)oxy)phenyl)-1-methyl-5-(4-nitrophenyl)-1H-pyrazole-3-carboxylic acid FC=1C=C(C=CC1OC1=NC=CC(=N1)C)C=1C(=NN(C1C1=CC=C(C=C1)[N+](=O)[O-])C)C(=O)O